FC1(CCC(CC1)C1=C(C#N)C(=CC=C1)COC[C@@H]1CN(CC12CN(C2)C(C(C(F)(F)F)(C)C)=O)C(=O)C=2C=NN(C2)CC2=CC=C(C=C2)F)F (S)-2-(4,4-difluorocyclohexyl)-6-(((6-(1-(4-fluorobenzyl)-1H-pyrazole-4-carbonyl)-2-(3,3,3-trifluoro-2,2-dimethylpropanoyl)-2,6-diazaspiro[3.4]octan-8-yl)methoxy)methyl)benzonitrile